C(C)(C)N1CCC(CC1)N1CCC(CC1)C=1C=C2C(=C(NC2=CC1)C1=C2N=CNC2=NC=N1)C 6-(5-(1'-isopropyl-[1,4'-bipiperidin]-4-yl)-3-methyl-1H-indol-2-yl)-9H-purine